N-(4-fluorophenyl)-N-(phenylethynyl)methanesulfonamide FC1=CC=C(C=C1)N(S(=O)(=O)C)C#CC1=CC=CC=C1